[N+](=O)([O-])C=1C=C(CSCC(=O)O)C=CC1 2-((3-nitrobenzyl)thio)acetic acid